6-Amino-3-(4'-chloro-4-(4-methyl-1H-pyrazol-1-yl)-1',2'-dihydrospiro[cyclohexane-1,3'-pyrrolo[2,3-b]pyridin]-5'-yl)-2-fluoro-N,N-dimethylbenzamide NC1=CC=C(C(=C1C(=O)N(C)C)F)C=1C(=C2C(=NC1)NCC21CCC(CC1)N1N=CC(=C1)C)Cl